CC(C[C@@H]1N([C@H]([C@H](OC1=O)C1=CC=CC=C1)C1=CC=CC=C1)C(=O)OC(C)(C)C)=C tert-Butyl (3S,5S,6R)-3-(2-methylallyl)-2-oxo-5,6-diphenyl-morpholine-4-carboxylate